F[C@H]1C[C@H](N(C1)C(CN1C[C@H](CC1)NC1=C2C=CC=NC2=C(C=C1)C(F)(F)F)=O)C#N (2S,4S)-4-fluoro-1-[2-[(3S)-3-[[8-(trifluoromethyl)-5-quinolinyl]amino]pyrrolidin-1-yl]acetyl]pyrrolidine-2-carbonitrile